6-chloro-4-((4-cyano-3-methoxypyridin-2-yl)amino)-N-(methyl-d3)nicotinamide ClC1=NC=C(C(=O)NC([2H])([2H])[2H])C(=C1)NC1=NC=CC(=C1OC)C#N